t-butyl 2-((4-chloro-2-fluorobenzyl) oxy)-5,8-dihydropyrido[3,4-d]pyrimidine-7(6H)-carboxylate ClC1=CC(=C(COC=2N=CC3=C(N2)CN(CC3)C(=O)OC(C)(C)C)C=C1)F